2'-(3-(3,4-dihydroisoquinolin-2(1H)-yl)-2-hydroxypropyl)-2',3'-dihydro-1'H-spiro[cyclopropane-1,4'-isoquinolin]-1'-one C1N(CCC2=CC=CC=C12)CC(CN1C(C2=CC=CC=C2C2(C1)CC2)=O)O